ClC1=C(C(=O)C2=CN(C=3N=CN=C(C32)N[C@@H]3CC[C@H](OC3)CCS(=O)(=O)[O-])S(=O)(=O)C)C=CC(=C1)OC1=CC=CC=3C=C(OC31)C ((2S,5R)-5-((5-(2-chloro-4-((2-methylbenzofuran-7-yl)oxy)benzoyl)-7-(methylsulfonyl)-7H-pyrrolo[2,3-d]pyrimidin-4-yl)amino)tetrahydro-2H-pyran-2-yl)methylmethanesulfonate